C1COCCN1P(=O)(N2CCOCC2)OCCC(C(C(C(C(C(F)(F)F)(F)F)(F)F)(F)F)(F)F)(F)F The molecule is an organofluorine compound, a phosphinamidate and a member of morpholines. It has a role as a nonionic surfactant.